[Br-].C(CC)[NH3+] 1-propanaminium bromide